tert-Butyl 6-fluoro-3,3-dimethyl-2,3-dihydro-1H-benzo[d][1,3]azasilole-1-carboxylate FC1=CC2=C([Si](CN2C(=O)OC(C)(C)C)(C)C)C=C1